2'-ethoxy-N-(1-methylazetidin-3-yl)-5-{7-[1-(trifluoromethyl)cyclopentane-1-carbonyl]-2,7-diazaspiro[4.4]nonan-2-yl}[2,3'-bipyridine]-6-carboxamide C(C)OC1=NC=CC=C1C1=NC(=C(C=C1)N1CC2(CC1)CN(CC2)C(=O)C2(CCCC2)C(F)(F)F)C(=O)NC2CN(C2)C